CN1N=CC=C1C(=O)N[C@@H]1COC2=C1C=CC(=C2)C2=NC(=NO2)C([2H])([2H])[2H] (S)-1-methyl-N-(6-(3-(methyl-d3)-1,2,4-oxadiazol-5-yl)-2,3-dihydrobenzofuran-3-yl)-1H-pyrazole-5-carboxamide